1,3-bis-(4-hydroxy-phenyl)-1H-imidazole-3-ium chloride [Cl-].OC1=CC=C(C=C1)N1C=[N+](C=C1)C1=CC=C(C=C1)O